N[Pt](N)(N)(N)Cl tetra-aminoplatinum chloride